IC1=CN(C2=CC(=CC=C12)SC1=C(C(=O)NC)C=CC=C1)C1OCCCC1 2-(3-iodo-1-tetrahydropyran-2-yl-indole-6-yl)sulfanyl-N-methyl-benzamide